BrC1=NN(C(=N1)OC1=CC(=C(C=C1)F)F)C1CC1 3-bromo-1-cyclopropyl-5-(3,4-difluorophenoxy)-1H-1,2,4-triazole